8-{5-[7-Methyl-7-(pyrrolidin-1-yl)-6,7,8,9-tetrahydro-5H-benzo[7]annulen-2-yl]-1H-pyrazolo[3,4-b]pyridin-3-yl}-2,3,4,5-tetrahydro-1,4-benzoxazepin-5-one CC1(CCC2=C(CC1)C=C(C=C2)C=2C=C1C(=NC2)NN=C1C1=CC2=C(C(NCCO2)=O)C=C1)N1CCCC1